C12(CC(C1)C2)NS(=O)(=O)C2=C(N(C=C2)C)C(=O)NC2=CC(=C(C=C2)F)C#N (N-(bicyclo[1.1.1]pent-1-yl)sulfamoyl)-N-(3-cyano-4-fluorophenyl)-1-methyl-1H-pyrrole-2-carboxamide